7-amino-2-[2-(3-fluoropyridin-4-yl)prop-2-en-1-yl]-4-[3-(thiophen-2-yl)-1H-indazol-5-yl]-2,3-dihydro-1H-isoindol-1-one NC=1C=CC(=C2CN(C(C12)=O)CC(=C)C1=C(C=NC=C1)F)C=1C=C2C(=NNC2=CC1)C=1SC=CC1